Cl.Br hydrobromic acid, hydrochloride